2-((1R,5S,6S)-3-(8,8-difluoro-2-((R)-2-methylpiperidin-1-yl)-5,6,7,8-tetrahydroquinazolin-4-yl)-3-azabicyclo[3.1.0]hex-6-yl)acetic acid FC1(CCCC=2C(=NC(=NC12)N1[C@@H](CCCC1)C)N1C[C@@H]2C([C@@H]2C1)CC(=O)O)F